[N+](=O)([O-])C=1C=C2C=C(C(=CC2=CC1)C(=O)O)C(=O)O 6-nitronaphthalene-2,3-dicarboxylic acid